FC=1C(=NN2C1N=C(C=C2)C=2NC1=CC=C(C=C1C2C(C)C)C2CCNCC2)C 3-fluoro-5-(3-isopropyl-5-(piperidin-4-yl)-1H-indol-2-yl)-2-methylpyrazolo[1,5-a]pyrimidine